4-[3-Chloro-4-(1-methyl-1H-imidazol-2-ylsulfanyl)-phenylamino]-6-methoxy-7-(3-morpholin-4-yl-propoxy)-quinoline ClC=1C=C(C=CC1SC=1N(C=CN1)C)NC1=CC=NC2=CC(=C(C=C12)OC)OCCCN1CCOCC1